1-[1'-(5-isopropoxy-6-methyl-pyridine-2-carbonyl)-3,3-dimethyl-spiro[2,4-dihydropyrrolo[1,2-a]pyrazine-1,4'-piperidine]-6-yl]ethanone C(C)(C)OC=1C=CC(=NC1C)C(=O)N1CCC2(CC1)C=1N(CC(N2)(C)C)C(=CC1)C(C)=O